C1(CC12CCNCC2)C#CC=2C(=C(C(=CC2)O)N2CC(NS2(=O)=O)=O)F 5-(3-((6-azaspiro[2.5]octan-1-yl)ethynyl)-2-fluoro-6-hydroxyphenyl)-1,2,5-thiadiazolidin-3-one 1,1-dioxide